4-(7-(7,8-Difluoro-3-hydroxynaphthalen-1-yl)-6,8-difluoro-2-(((2R,7aS)-2-fluorotetrahydro-1H-pyrrolizin-7a(5H)-yl)methoxy)quinazolin-4-yl)-6-methyl-1,4-oxazepan-6-ol FC1=CC=C2C=C(C=C(C2=C1F)C1=C(C=C2C(=NC(=NC2=C1F)OC[C@]12CCCN2C[C@@H](C1)F)N1CCOCC(C1)(O)C)F)O